3-[1-[[(4S)-chroman-4-yl]amino]-2,2,2-trifluoro-ethyl]-8-(3,5-dichlorophenyl)-N,N-dimethyl-quinolin-4-amine O1CC[C@@H](C2=CC=CC=C12)NC(C(F)(F)F)C=1C=NC2=C(C=CC=C2C1N(C)C)C1=CC(=CC(=C1)Cl)Cl